CC1=C(C(NC(=C1)C)=O)CNC(=O)C=1C(=C(N2C=C(C=C2C1)C1=CC=NN1C)C(C)N1CCC(CC1)N(C)C)C N-((4,6-dimethyl-2-oxo-1,2-dihydropyridin-3-yl)methyl)-5-(1-(4-(dimethylamino)piperidin-1-yl)ethyl)-6-methyl-2-(1-methyl-1H-pyrazol-5-yl)indolizine-7-carboxamide